4-(3,4-difluoro-2-methoxyphenoxy)-N-(3-(S-methylsulfonimidoyl)phenyl)-6-(trifluoromethyl)pyridazine-3-carboxamide FC=1C(=C(OC2=C(N=NC(=C2)C(F)(F)F)C(=O)NC2=CC(=CC=C2)S(=O)(=N)C)C=CC1F)OC